trans-3-pentadecene-1,1-dicarboxylic acid C(C\C=C\CCCCCCCCCCC)(C(=O)O)C(=O)O